2-(3-isopropyl-2-(1H-pyrazolo[3,4-b]pyridin-4-yl)-1H-indol-5-yl)-5-(quinuclidin-3-yl)-1,3,4-oxadiazole C(C)(C)C1=C(NC2=CC=C(C=C12)C=1OC(=NN1)C1CN2CCC1CC2)C2=C1C(=NC=C2)NN=C1